N-{4-[(3-[3-cyano-4-(trifluoromethoxy)phenyl]-1-{[2-(trimethylsilyl)ethoxy]methyl}-1H-pyrrolo[2,3-b]pyridin-4-yl)oxy]-3,5-difluorophenyl}-N'-[(3-methyloxetan-3-yl)methyl]urea C(#N)C=1C=C(C=CC1OC(F)(F)F)C1=CN(C2=NC=CC(=C21)OC2=C(C=C(C=C2F)NC(=O)NCC2(COC2)C)F)COCC[Si](C)(C)C